(1R,1'R)-1,1'-([1,1'-biphenyl]-4,4'-diyl)bis(pentan-1-ol) C1(=CC=C(C=C1)[C@@H](CCCC)O)C1=CC=C(C=C1)[C@@H](CCCC)O